FC1=C2C(=CN=C1C)NC(=C2)C(=O)NC2CC[Si]1(CCCC1)CC2 4-fluoro-5-methyl-N-(5-silaspiro[4.5]decan-8-yl)-1H-pyrrolo[2,3-c]pyridine-2-carboxamide